(SR)-octafluoropropane FC(C(C(F)(F)F)(F)F)(F)F